methyl (S)-3-(4-(4-(benzyloxy)naphthalen-1-yl)phenyl)-3-(2-((tert-butyloxycarbonyl)amino)-2-methylpropionamido)propanoate C(C1=CC=CC=C1)OC1=CC=C(C2=CC=CC=C12)C1=CC=C(C=C1)[C@H](CC(=O)OC)NC(C(C)(C)NC(=O)OC(C)(C)C)=O